ClC1=C2N=CN(C2=NC(=N1)NC(C)=O)C1C[C@@H]2O[Si](O[Si](OC[C@]2(S1)C#C[Si](CC)(CC)CC)(C(C)C)C(C)C)(C(C)C)C(C)C N-(6-chloro-9-((6aR,9aS)-2,2,4,4-tetraisopropyl-6a-((triethylsilyl)ethynyl)tetrahydro-6H-thieno[3,2-f][1,3,5,2,4]trioxadisilocin-8-yl)-9H-purin-2-yl)acetamide